tert-butyl (R)-3-(cyclopropyl(pent-4-en-1-yl)amino)pyrrolidine-1-carboxylate C1(CC1)N([C@H]1CN(CC1)C(=O)OC(C)(C)C)CCCC=C